F[C@@H]1[C@@H](C1)NC(=O)C1=CN=C2N1N=C(C=C2N(C)CC2=CC=C(C=C2)OC)B(O)O 3-{[(1R,2S)-2-fluorocyclopropyl]carbamoyl}-8-{[(4-methoxyphenyl)methyl](methyl)amino}imidazo[1,2-b]pyridazin-6-ylboronic acid